(((5-Chloropyridin-3-yl)methyl)amino)-6-(3,5-dimethylisoxazol-4-yl)-N-((1-methylazetidin-3-yl)methyl)quinazoline-2-carboxamide ClC=1C=C(C=NC1)CNC1=NC(=NC2=CC=C(C=C12)C=1C(=NOC1C)C)C(=O)NCC1CN(C1)C